(2R,3S)-4-methylbenzoic acid CC1=CC=C(C(=O)O)C=C1